OC(CC(=O)[O-])(C(CCCCCCCCCC)C(=O)[O-])C(=O)[O-].C(CCC)[N+](CCCC)(CCCC)CCCC.C(CCC)[N+](CCCC)(CCCC)CCCC.C(CCC)[N+](CCCC)(CCCC)CCCC tetrabutylammonium 2-hydroxy-1,2,3-tridecanetricarboxylate